1-{3-[(2S,3S,4R,5R)-3,4-bis(benzyloxy)-5-[(benzyloxy)methyl]oxolan-2-yl]-5-chlorothieno[3,2-b]pyridin-7-yl}pyrrolidine C(C1=CC=CC=C1)O[C@H]1[C@@H](O[C@@H]([C@H]1OCC1=CC=CC=C1)COCC1=CC=CC=C1)C1=CSC=2C1=NC(=CC2N2CCCC2)Cl